(R)-3-amino-5-(3,4-dimethylphenyl)-2-((1,1-dioxido-2,3-dihydrothiophen-3-yl)carbamoyl)pyridine 1-oxide NC=1C(=[N+](C=C(C1)C1=CC(=C(C=C1)C)C)[O-])C(N[C@H]1CS(C=C1)(=O)=O)=O